(R)-tert-butyl 4-(8-methyl-7-oxo-4-((1-(3-(trifluoromethyl)-phenyl)ethyl)amino)-7,8-dihydropyrido[2,3-d]pyrimidin-6-yl)-5,6-dihydropyridine-1(2H)-carboxylate CN1C(C(=CC2=C1N=CN=C2N[C@H](C)C2=CC(=CC=C2)C(F)(F)F)C2=CCN(CC2)C(=O)OC(C)(C)C)=O